(2R)-3-({[(2S)-2,3-dihydroxypropoxy](hydroxy)phosphoryl}oxy)-2-(tetradecanoyloxy)propyl myristate C(CCCCCCCCCCCCC)(=O)OC[C@H](COP(=O)(O)OC[C@H](CO)O)OC(CCCCCCCCCCCCC)=O